Cl.FC(C=1C(=NC=C(C1)C(F)(F)F)N1CCNCC1)(F)F (3,5-bis(trifluoromethyl)pyridin-2-yl)piperazine hydrochloride